(E)-9-(2-(pyridin-4-yl)vinyl)-N,N-di-m-tolylphenanthren-3-amine N1=CC=C(C=C1)/C=C/C=1C2=CC=CC=C2C=2C=C(C=CC2C1)N(C=1C=C(C=CC1)C)C=1C=C(C=CC1)C